COC1=C(C=CC(=C1)/C=C/C(=O)O[C@H]2C([C@@H](CC(C2)(O)C(=O)O)OC(=O)/C=C/C3=CC(=C(C=C3)O)OC)O)O 3,5-diferuloylquinic acid